Ethyl 2-{[(1,2,3,5,6,7-hexa-hydro-s-indacen-4-yl)-carbamoyl]oxy}-3-(pyridin-3-yl)propanoate C1CCC2=C(C=3CCCC3C=C12)NC(=O)OC(C(=O)OCC)CC=1C=NC=CC1